tert-butyl 6,6-dimethyl-7-oxo-2-azaspiro[4.4]nonane-2-carboxylate CC1(C2(CCN(C2)C(=O)OC(C)(C)C)CCC1=O)C